(S)-4-(4-chloro-3-(1H-pyrazol-3-yl)phenyl)-2,2-dimethyloxazolidine-3-carboxylic acid tert-butyl ester C(C)(C)(C)OC(=O)N1C(OC[C@@H]1C1=CC(=C(C=C1)Cl)C1=NNC=C1)(C)C